4-[3-(4-methylpiperazin-1-yl)phenoxy]benzene-1,2-diamine CN1CCN(CC1)C=1C=C(OC=2C=C(C(=CC2)N)N)C=CC1